2-(2-Methoxyethoxy)ethyl 2-[[(1R)-1-[6-methyl-4-oxo-2-(1-piperidyl)chromen-8-yl]ethyl]amino]benzoate CC=1C=C2C(C=C(OC2=C(C1)[C@@H](C)NC1=C(C(=O)OCCOCCOC)C=CC=C1)N1CCCCC1)=O